C1=CC=CC=2C3=CC=CC=C3C(C12)COC(=O)N(CC(=O)OC(C)(C)C)CC1=C(OCCCC(=O)O)C=C(C=C1)OC 4-(2-(((9-fluorenylmethoxycarbonyl)(2-(tert-butoxy)-2-oxoethyl)amino)methyl)-5-methoxyphenoxy)butanoic acid